2-methyl-1-(2-methyl-piperazin-1-yl)propan-2-ol CC(CN1C(CNCC1)C)(C)O